ClC1=C(C=C(C(=N1)I)C[C@H](C(C)(C)C)NC(OC(C)(C)C)=O)O tert-butyl (R)-(1-(6-chloro-5-hydroxy-2-iodopyridin-3-yl)-3,3-dimethylbutan-2-yl)carbamate